C(C)OC(=O)C=1C=NN2C1NC(=CC2=O)C2=CC=C(C=C2)C=2CCC(CC2)(F)F 5-(4',4'-difluoro-2',3',4',5'-tetrahydro-[1,1'-biphenyl]-4-yl)-7-oxo-4,7-dihydropyrazolo[1,5-a]pyrimidine-3-carboxylic acid ethyl ester